[Na].C(C)OC(C1=CC=C(C=C1)O)=O p-Hydroxybenzoic acid ethyl ester sodium salt